C(C)SC1=NC=C2NC(NC2=N1)=O 2-ethylsulfanyl-7H-purin-8-one